FC1=C(OCCCCC2([Se]CCCC2)C([2H])([2H])[2H])C=CC(=C1)F (4-(2,4-difluorophenoxy)butyl)(methyl-d3)selenane